OCCNCC=1C2=CC=CC=C2C(=C2C=CC=CC12)CNCCO 9,10-bis[(2-hydroxyethyl)aminomethyl]anthracene